COC1=C(C=O)C(=CC(=C1)C1=CN(C(C(=C1)C)=O)CCC)OC 2,6-dimethoxy-4-(5-methyl-6-oxo-1-propyl-1,6-dihydropyridin-3-yl)benzaldehyde